2-(2,6-dioxopiperidin-3-yl)-4-(piperidin-4-yloxy)isoindoline-1,3-dione O=C1NC(CCC1N1C(C2=CC=CC(=C2C1=O)OC1CCNCC1)=O)=O